NC=1N=C(SC1C(C1=CC=C(C=C1)OC(F)F)=O)N(C1=CC=C(C=C1)OC)[C@H](C(=O)N)C (S)-2-(N-[4-amino-5-[4-(difluoromethoxy)benzoyl]thiazol-2-yl]-4-methoxy-anilino)propanamide